C(C)OC(=O)C1=NN(C(C1)(C(=O)OCC)C)C1=C(C=C(C=C1)Cl)Cl 1-(2,4-dichlorophenyl)-4,5-dihydro-5-methyl-1H-pyrazole-3,5-dicarboxylic acid 3,5-diethyl ester